(E)-N2-[(3-Chloro-4-methoxyphenyl)methylidene]-L-arginine ClC=1C=C(C=CC1OC)C=N[C@@H](CCCN\C(\N)=N\[H])C(=O)O